3-((3-exo)-3-((4-((5-methyl-1H-pyrazol-3-yl)amino)-7-(methylamino)quinazolin-2-yl)amino)-8-azabicyclo[3.2.1]oct-8-yl)propionitrile CC1=CC(=NN1)NC1=NC(=NC2=CC(=CC=C12)NC)NC1CC2CCC(C1)N2CCC#N